Br/C=C/C1=CC=C(C=C1)OC (E)-1-(2-bromovinyl)-4-methoxybenzene